9-methyl-8-oxo-2,3,7,15-tetraazatricyclo[12.3.1.02,6]Octadeca-1(18),3,5,14,16-pentaene-4-carboxylic acid methyl ester trifluoroacetate FC(C(=O)O)(F)F.COC(=O)C1=NN2C=3C=CN=C(CCCCC(C(NC2=C1)=O)C)C3